2-hydroxy-5-(trifluoro-methoxy)benzonitrile OC1=C(C#N)C=C(C=C1)OC(F)(F)F